C(CCCCCCCCCCC)C=1C(=C(C=C(C1)C)N1N=C2C(=N1)C=CC=C2)O 2-(3-lauryl-5-methyl-2-hydroxyphenyl)-2H-benzotriazole